C(C1=CC=CC=C1)[N+](CCCCCCCCCCCCCCCCCC)(C)C benzyl-dimethyloctadecyl-ammonium